[(7S)-9-(2-chloro-6-fluoro-phenyl)-3,7-dimethyl-16-thia-2,4,5,8-tetrazatetracyclo[8.6.0.02,6.011,15]hexadeca-1(10),3,5,8,11(15)-pentaen-13-yl]methanol ClC1=C(C(=CC=C1)F)C1=N[C@H](C2=NN=C(N2C=2SC=3CC(CC3C12)CO)C)C